(S)-benzyl 2-(((benzyloxy)carbonyl)amino)-5-oxo-5-(pyrrolidin-1-yl)pentanoate C(C1=CC=CC=C1)OC(=O)N[C@H](C(=O)OCC1=CC=CC=C1)CCC(N1CCCC1)=O